2,6-bis(4-iodo-1H-pyrazolyl)pyridine IC=1C=NN(C1)C1=NC(=CC=C1)N1N=CC(=C1)I